ClC1=CC(=NC=N1)C=1C(=NN2C1N=C(C(=C2)F)C(F)F)I 3-(6-Chloropyrimidin-4-yl)-5-(difluoromethyl)-6-fluoro-2-iodo-pyrazolo[1,5-a]Pyrimidine